C[Si](C)(C)C#CC1=CC=C(CN2C(COCC2)C(=O)OC)C=C1 methyl 4-(4-((trimethylsilyl)ethynyl)benzyl)morpholin-3-carboxylate